N1=C(C=NC2=C1C=CC=C2)C2=NC1=CC=CC=C1N=C2 benzopyrazinyl-(quinoxaline)